2,6-diglycidyloxystyrene C(C1CO1)OC1=C(C=C)C(=CC=C1)OCC1CO1